tert-butyl (R)-(1-(5-carbamoyl-6-((3-methylisothiazol-5-yl)amino)pyrazin-2-yl)piperidin-3-yl)carbamate C(N)(=O)C=1N=CC(=NC1NC1=CC(=NS1)C)N1C[C@@H](CCC1)NC(OC(C)(C)C)=O